4-((3R,5S)-3,5-dimethylpiperazin-1-yl)-N-(8-fluoro-2-methylimidazo[1,2-a]pyridin-6-yl)-2,3-dihydro-1H-pyrrolo[2,3-b]pyridine-1-carboxamide formate C(=O)O.C[C@@H]1CN(C[C@@H](N1)C)C1=C2C(=NC=C1)N(CC2)C(=O)NC=2C=C(C=1N(C2)C=C(N1)C)F